N2-(tert-Butoxycarbonyl)-N5-phenyl-L-glutamine C(C)(C)(C)OC(=O)N[C@@H](CCC(NC1=CC=CC=C1)=O)C(=O)O